[4-(trifluoro-methyl)phenyl]-2H,8H-pyrazolo[3,4-b]indole FC(C1=CC=C(C=C1)N1N=C2NC3=CC=CC=C3C2=C1)(F)F